FC=1C=C(C=CC1)C1(CCCC1)C[N+](C)(C)C [(1-(3-fluorophenyl)cyclopentyl)methyl]trimethylammonium